normal triacontane CCCCCCCCCCCCCCCCCCCCCCCCCCCCCC